2-ethyl-3,6-dimethyl-4-butoxyphenol C(C)C1=C(C(=CC(=C1C)OCCCC)C)O